C(C)(C)(C)OC(=O)N1C2CN(CC1CC2)CC=2C=NC(=CC2)OC 3-((6-methoxypyridin-3-yl)methyl)-3,8-diazabicyclo[3.2.1]octane-8-carboxylic acid tert-butyl ester